2-((p-hydroxyphenyl)propyl)benzene methyl-4-((1S,2S,5S)-2-hydroxy-5-methoxycyclohexyl)benzoate COC(C1=CC=C(C=C1)[C@H]1[C@H](CC[C@@H](C1)OC)O)=O.OC1=CC=C(C=C1)CCCC1=CC=CC=C1